Cl.CC=1N2C=NN=C2C=2CNCC2C1C 4,5-Dimethyl-7,8-dihydro-6H-1,2,3a,7-tetraaza-as-indacene hydrochloride